2,2'-((2-((2-(3-(2-((2-aminoethyl)amino)ethyl)-2-oxoimidazolidin-1-yl)ethyl)(2-((cyanomethyl)amino)ethyl)amino)ethyl)azanediyl)diacetonitrile NCCNCCN1C(N(CC1)CCN(CCN(CC#N)CC#N)CCNCC#N)=O